ethyl perfluorovalerate FC(C(=O)OCC)(C(C(C(F)(F)F)(F)F)(F)F)F